O=C1NC(CCC1N1N=CC(=C1)N1CCC2(CCN(CC2)C(=O)OC(C)(C)C)CC1)=O tert-butyl 9-(1-(2,6-dioxopiperidin-3-yl)-1H-pyrazol-4-yl)-3,9-diazaspiro[5.5]undecane-3-carboxylate